ClC(C#C)(C)C 3-chloro-3-methylbut-1-yne